C1(=CC=C(C=C1)NC1=CC=C(C=C1)C1=CC=C(C=C1)N1C2=CC=CC=C2C=2C=CC=CC12)C1=CC=CC=C1 N-([1,1'-biphenyl]-4-yl)-4'-(carbazole-9-yl)-[1,1'-biphenyl]-4-amine